propyl-3,4-ethylenedioxyfuran C(CC)C=1OC=C2C1OCCO2